CC(C=O)CC(CC=C(C)C)(C1=CSC(=C1)C)C 2,4,7-trimethyl-4-(5-methylthiophene-3-yl)oct-6-enal